thymidine 3',5'-bisphosphate calcium [Ca+2].P(=O)([O-])([O-])O[C@H]1C[C@@H](O[C@@H]1COP(=O)([O-])[O-])N1C(=O)NC(=O)C(C)=C1.[Ca+2]